BrCC=1OC2=NC(=CC(=C2N1)C)Cl 2-(bromomethyl)-5-chloro-7-methyloxazolo[5,4-b]pyridine